C(C)(C)SCC1=NN=C2N1C(=CC=C2C(=O)NC=2OC(=NN2)C)C(F)(F)F 3-(isopropylsulfanylmethyl)-N-(5-methyl-1,3,4-oxadiazol-2-yl)-5-(trifluoromethyl)-[1,2,4]triazolo[4,3-a]pyridine-8-carboxamide